OC[C@H](C1=CC=CC=C1)NC1=NC(=NC=C1C1=NC2(CO1)CCOCC2)NC2=CC=C1C(=N2)N(NC1=O)C(C)C (S)-6-((4-((2-hydroxy-1-phenylethyl)amino)-5-(3,8-dioxa-1-azaspiro[4.5]dec-1-en-2-yl)pyrimidin-2-yl)amino)-1-isopropyl-1,2-dihydro-3H-pyrazolo[3,4-b]pyridin-3-one